CN(C/C=C/C(=O)NC1=CC2=C(N=C(S2)NC2=CC(=C(C=C2)OCC2=NC=CC=C2)[N+](=O)[O-])C=C1)C (E)-4-(dimethylamino)-N-(2-((3-nitro-4-(pyridin-2-ylmethoxy)phenyl)amino)benzothiazol-6-yl)but-2-enamide